(S)-3-(3-(1,6-dimethyl-4-oxo-2-oxo-1,2-dihydropyridin-3-yl)ureido)-3-(4-(3-methoxyphenoxy)phenyl)propanoic acid sodium salt [Na+].CN1C(C(C(C=C1C)=O)NC(N[C@@H](CC(=O)[O-])C1=CC=C(C=C1)OC1=CC(=CC=C1)OC)=O)=O